C(C)(C)/C(/C(=O)O)=C\C=1C=C(C(=C(C1)C(N)=O)N)C1=CC=C(C=C1)S(N)(=O)=O isopropyl-(E)-3-(6-amino-5-carbamoyl-4'-sulfamoyl-[1,1'-biphenyl]-3-yl)acrylic acid